C(C)C1=NC=2C(=NC(=CC2C)C)N1CC1=CC=C(C=C1)C=1C=C(C=CC1/C(/N)=N/O)C1=CC=CC=C1 (Z)-4''-((2-ethyl-5,7-dimethyl-3H-imidazo[4,5-b]pyridin-3-yl)methyl)-N'-hydroxy-[1,1':3',1''-terphenyl]-4'-carboximidamide